NC=1C2=C(N=CN1)N(C=C2C2=CC(=C(C=C2)NC(=O)NC2=CC(=NO2)C2(CC2)C(F)(F)F)C(F)F)C2CC2 1-(4-(4-amino-7-cyclopropyl-7H-pyrrolo[2,3-d]pyrimidin-5-yl)-2-(difluoromethyl)phenyl)-3-(3-(1-(trifluoromethyl)cyclopropyl)isoxazol-5-yl)urea